C1(CCCCC1)N1N=CC=2C1=NC(=NC2NC(=O)C=2SC(=CC2)[N+](=O)[O-])C2=CC(=CC=C2)F N-(1-cyclohexyl-6-(3-fluorophenyl)-1H-pyrazolo[3,4-d]pyrimidine-4-yl)-5-nitrothiophene-2-carboxamide